ethyl bis(2-(ethylthio)vinyl)phosphinate C(C)SC=CP(OCC)(=O)C=CSCC